C1CC12CNNC2 5,6-Diazaspiro[2.4]heptane